benzyl (2S,3R)-3-({2-[(tert-butoxycarbonyl)amino]-1,3-thiazol-5-yl}methyl)-1-[(diphenylmethyl)carbamoyl]-4-oxoazetidine-2-carboxylate C(C)(C)(C)OC(=O)NC=1SC(=CN1)C[C@@H]1[C@H](N(C1=O)C(NC(C1=CC=CC=C1)C1=CC=CC=C1)=O)C(=O)OCC1=CC=CC=C1